(1-methyl-1H-pyrrolo[2,3-b]pyridin-2-yl)methanone CN1C(=CC=2C1=NC=CC2)C=O